(S)-N-((R or S)-(3-chloro-4-fluoro-phenyl)(2-(1-(trifluoromethyl)cyclopropyl)thiazol-4-yl)methyl)-2-oxoimidazolidine-4-carboxamide ClC=1C=C(C=CC1F)[C@@H](NC(=O)[C@H]1NC(NC1)=O)C=1N=C(SC1)C1(CC1)C(F)(F)F |o1:8|